(3R,4S)-3-cyclopropyl-4-methyl-1-[3-methyl-6-(1-methylpyrazol-4-yl)pyrazolo[1,5-a]pyrazin-4-yl]-2-oxopyrrolidine-3-carbonitrile C1(CC1)[C@]1(C(N(C[C@H]1C)C=1C=2N(C=C(N1)C=1C=NN(C1)C)N=CC2C)=O)C#N